C(C1=CC=CC=C1)OC1=NC(=CC=C1C1=NNC2=C(C(=CC=C12)C=1CCN(CC1)C(=O)OC(C)(C)C)F)OCC1=CC=CC=C1 tert-butyl 4-[3-(2,6-dibenzyloxy-3-pyridyl)-7-fluoro-1H-indazol-6-yl]-3,6-dihydro-2H-pyridine-1-carboxylate